CN1N=CC(=C1)N1N=NC(=C1)C(=O)O 1-(1-methyl-1H-pyrazol-4-yl)-1H-1,2,3-triazole-4-carboxylic acid